CC1=NC(=NO1)C=1C=C(C(=O)N[C@@H]2CNCC2)C=CC1 3-(5-methyl-1,2,4-oxadiazol-3-yl)-N-[(3S)-pyrrolidin-3-yl]benzamide